tri(2-methacryloyloxyethyl) phosphate P(=O)(OCCOC(C(=C)C)=O)(OCCOC(C(=C)C)=O)OCCOC(C(=C)C)=O